C(C)(C)(C)OC(=O)NC/C(/CN1N=CC(=C1)C(=O)NC1=CC=C(C=C1)Cl)=C\F (E)-1-(2-(tert-butoxycarbonyl)aminomethyl-3-fluoroallyl)-N-p-chlorophenyl-1H-pyrazole-4-carboxamide